C(C)(=O)N[C@H](C(=O)N1[C@@H](C[C@H](C1)O)C(=O)N[C@@H](C)C1=CC=C(C=C1)C#N)C(C)(C)C (2S,4R)-1-((S)-2-acetamido-3,3-dimethylbutanoyl)-N-((S)-1-(4-cyanophenyl)ethyl)-4-hydroxypyrrolidine-2-carboxamide